C(=O)NC1=C(C=CC=C1)C1=CC=C(C=C1)CN1C(=NC2=C1C(=CC=C2)C(=O)OCC)OCC ethyl 1-[[2'-formamido [1,1'-biphenyl]-4-yl] methyl]-2-ethoxy-1H-benzimidazole-7-carboxylate